(R)-3-fluoro-4-((1-(3-(isoxazol-5-yl)phenoxy)propan-2-yl)oxy)benzonitrile FC=1C=C(C#N)C=CC1O[C@@H](COC1=CC(=CC=C1)C1=CC=NO1)C